Cl.C(C)C1=NC(=NO1)C=1C=C2CC[C@H](C2=CC1)N (1R)-5-(5-ethyl-1,2,4-oxadiazol-3-yl)-2,3-dihydro-1H-inden-1-amine hydrochloride